N1CCC(CC1)NC=1C=NC=C(C#N)C1 5-(piperidin-4-ylamino)nicotinonitrile